8-(8-(difluoromethyl)-2,6-diazaspiro[3.4]octan-2-yl)-6-methyl-N-(1-(methylsulfonyl)piperidin-4-yl)pyrido[3,4-d]pyrimidin-2-amine FC(C1CNCC12CN(C2)C2=NC(=CC1=C2N=C(N=C1)NC1CCN(CC1)S(=O)(=O)C)C)F